tert-butyl (E) and (Z)-4-(3-ethoxy-1-(4-fluorophenyl)-3-oxoprop-1-en-1-yl)piperidine-1-carboxylate C(C)OC(C=C(C1=CC=C(C=C1)F)C1CCN(CC1)C(=O)OC(C)(C)C)=O